1-(4-(7-(6-amino-4-methyl-3-(trifluoromethyl)pyridin-2-yl)-6-methyl-2-((1-methylpyrrolidin-2-yl)methoxy)-5,6,7,8-tetrahydroquinazolin-4-yl)piperazin-1-yl)prop-2-en-1-one NC1=CC(=C(C(=N1)C1C(CC=2C(=NC(=NC2C1)OCC1N(CCC1)C)N1CCN(CC1)C(C=C)=O)C)C(F)(F)F)C